[Cl-].[Cl-].C1(CCC1)=[Zr+2](C1C(=CC2=C(C(=C(C=C12)C)C)C1=CC(=CC(=C1)C(C)(C)C)C(C)(C)C)C=1OC(=CC1)C)C1C(=CC2=C(C(=C(C=C12)C)C)C1=CC(=CC(=C1)C(C)(C)C)C(C)(C)C)C=1OC(=CC1)C Cyclobutylidenebis[2-(5-methyl-2-furyl)-4-(3,5-di-tert-butylphenyl)-5,6-dimethyl-1-indenyl]zirconium dichloride